ethylpent-1-ene C(C)C=CCCC